C1(=CC=CC=C1)C=1C(=NC=CN1)C1=CC=CC=C1 Diphenyl-pyrazine